N=1NN=NC1C=1C=C(C=CC1)C1CCNCC1 4-[3-(2H-1,2,3,4-tetrazol-5-yl)phenyl]piperidin